CN1N=CC(=C1)NC=1N=CC2=C(N1)NC(C21CC1)=O 2'-((1-methyl-1H-pyrazol-4-yl)amino)spiro[cyclopropane-1,5'-pyrrolo[2,3-d]pyrimidin]-6'(7'H)-one